FC(S(=O)(=O)OC1=NC(=C(C2=C1C=CS2)C2=C(C=C(C=C2)F)OC(C)C)C2=NN1C(CN(C[C@H]1C)C(C=C)=O)=C2)(F)F [7-(4-fluoro-2-isopropoxy-phenyl)-6-[(7R)-7-methyl-5-prop-2-enoyl-6,7-dihydro-4H-pyrazolo[1,5-a]pyrazin-2-yl]thieno[3,2-c]pyridin-4-yl] trifluoromethanesulfonate